tert-Butyl 3-(trifluoromethyl)piperidin-3-ylcarbamate FC(C1(CNCCC1)NC(OC(C)(C)C)=O)(F)F